OC=1C=C(C=CC1O)/C=C/C=C/C(=O)OC methyl (2E,4E)-5-(3,4-dihydroxyphenyl)penta-2,4-dienoate